ClC=1C=CC(=C(C(=O)N(C)C)C1)S(N[C@@H]([C@H](C)C1=C(C(=CC=C1F)C)C)C=1OC(NN1)=O)(=O)=O 5-chloro-2-(N-((1S,2R)-2-(6-fluoro-2,3-dimethylphenyl)-1-(5-oxo-4,5-dihydro-1,3,4-oxadiazol-2-yl)propyl)sulfamoyl)-N,N-dimethylbenzamide